C(C)OC(C(CC)C1CCNCC1)=O 2-(piperidin-4-yl)butanoic acid ethyl ester